FC(S(=O)(=O)O)(F)F.CN1C=NC=C1 3-methylimidazole trifluoromethanesulfonate